urea propylhydrazinoformate C(CC)NNC(=O)O.NC(=O)N